C(C)N(CCCC[Li])CC 4-(diethylamino)butyllithium